F/C(=C/C(=O)NC1=CC=CC=C1)/C1=C(C=CC=C1)C (E)-3-fluoro-N-phenyl-3-(2-tolyl)acrylamide